3-ethoxypiperidin-4-ol HCl salt Cl.C(C)OC1CNCCC1O